tert-butyl (4R)-4-methyl-8-oxooctahydro-2H-pyrido[1,2-a]pyrazine-2-carboxylate C[C@@H]1CN(CC2N1CCC(C2)=O)C(=O)OC(C)(C)C